ClC(Cl)Cl trichloromethane